N2-(2-methyl-6-(2,2,6,6-tetramethylmorpholino)pyridin-3-yl)spiro[3.3]heptane-2,6-diamine CC1=NC(=CC=C1NC1CC2(C1)CC(C2)N)N2CC(OC(C2)(C)C)(C)C